ClC1=C(OCCCC(=O)O)C=CC(=C1)Cl 4-(2,4-dichlorophenoxy)-butyric acid